(S)-3-(isoquinolin-4-yl)-1-(2-methoxy-5-(trifluoromethyl)pyridin-3-yl)-2-oxoimidazoline-4-carbonitrile C1=NC=C(C2=CC=CC=C12)N1C(N(C[C@H]1C#N)C=1C(=NC=C(C1)C(F)(F)F)OC)=O